2-cyano-1-((S)-2-(dimethylamino)-2-(thiophen-3-yl)ethyl)-3-(6-fluoro-chroman-3-yl)guanidine C(#N)N=C(NC[C@H](C1=CSC=C1)N(C)C)NC1COC2=CC=C(C=C2C1)F